C(=O)(OC(C)(C)C)N1CCSCC1 N-Boc-thiomorpholine